N-[[4-[4-amino-1-[(1R,4R)-4-azidocyclopent-2-en-1-yl]pyrazolo[3,4-d]pyrimidin-3-yl]phenyl]methyl]-2-methoxy-benzamide NC1=C2C(=NC=N1)N(N=C2C2=CC=C(C=C2)CNC(C2=C(C=CC=C2)OC)=O)[C@H]2C=C[C@@H](C2)N=[N+]=[N-]